BrC=1N=C2C(=NC1)N(C=C2C(F)(F)F)COCC[Si](C)(C)C 2-bromo-7-(trifluoromethyl)-5-((2-(trimethylsilyl)ethoxy)methyl)-5H-pyrrolo[2,3-b]pyrazine